C(C)(C)(C)OC(=O)N1CC(C1)OCCCCNC(=O)OCC1=CC=CC=C1 3-(4-(((benzyloxy)carbonyl)amino)butoxy)azetidine-1-carboxylic acid tert-butyl ester